(3S)-3-(3,3-dimethylbutylamino)-4-[[(2S)-1-methoxy-1-oxo-3-phenylpropan-2-yl]amino]-4-oxobutanoic acid CC(CCN[C@@H](CC(=O)O)C(=O)N[C@H](C(=O)OC)CC1=CC=CC=C1)(C)C